O=C1NC(CCC1N1C(C2=CC=CC(=C2C1)OCC(=O)NCCCCCCC(=O)OC)=O)=O methyl 7-[[2-[2-(2,6-dioxo-3-piperidyl)-1-oxo-isoindolin-4-yl]oxyacetyl]amino]heptanoate